FC1=C(C(=O)N)C(=CC=C1)F 2,6-difluorobenzoamide